COC(C1=CN=C(C(=C1)OCC=1CCN(CC1)C(=O)OC(C)(C)C)I)=O 5-((1-(tert-Butyloxycarbonyl)-1,2,3,6-tetrahydropyridin-4-yl)methoxy)-6-iodonicotinic acid methyl ester